(Z)-dec-3-enoate C(C\C=C/CCCCCC)(=O)[O-]